C(C1=CC=CC=C1)(=O)NC1=C2N=CN(C2=NC=N1)C[C@@H](C)OCP1(OCC(CO1)CC(=O)O)=O (R)-2-(2-(((1-(6-benzamido-9H-purin-9-yl)propan-2-yl)oxy)methyl)-2-oxo-1,3,2-dioxaphosphinan-5-yl)acetic acid